3-fluoro-N-(4-chlorophenyl)-3-indol-1-yl-acrylamide FC(=CC(=O)NC1=CC=C(C=C1)Cl)N1C=CC2=CC=CC=C12